F[C@@H]1CN(CC[C@@H]1O)C(=O)OCC1=CC=CC=C1 |r| benzyl (3R,4S) and (3S,4R)-3-fluoro-4-hydroxypiperidine-1-carboxylate